N1C=NC=C1C=CC(=O)N[C@@H](CC1=CNC2=CC=CC=C12)C(=O)O N-[3-(1H-imidazol-5-yl)prop-2-enoyl]-tryptophan